OC(C)(C)C=1SC=CC1C(=O)O (2-hydroxy-prop-2-yl)thiophene-3-carboxylic acid